2,2-dimethyl-3-hydroxy-propanal CC(C=O)(CO)C